N-{(1S)-7-isoxazol-3-yl-1-[5-(2-methyl-2H-indazol-5-yl)isoxazol-3-yl]-7-oxoheptyl}-8-methyl-1-oxa-2,8-diazaspiro[4.5]dec-2-ene-3-carboxamide O1N=C(C=C1)C(CCCCC[C@@H](C1=NOC(=C1)C1=CC2=CN(N=C2C=C1)C)NC(=O)C1=NOC2(C1)CCN(CC2)C)=O